(1-methyl-2-oxo-4-piperidyl)ammonium chloride [Cl-].CN1C(CC(CC1)[NH3+])=O